tris(dibenzylidene(benzylidene)acetone) dipalladium [Pd].[Pd].C(C1=CC=CC=C1)=C1C(C(C=CC(C)=O)=CC=C1)=CC1=CC=CC=C1.C(C1=CC=CC=C1)=C1C(C(C=CC(C)=O)=CC=C1)=CC1=CC=CC=C1.C(C1=CC=CC=C1)=C1C(C(C=CC(C)=O)=CC=C1)=CC1=CC=CC=C1